5-(2-aminophenyl)-N-(4-(oxazol-5-yl)phenyl)-1H-pyrrole-2-carboxamide NC1=C(C=CC=C1)C1=CC=C(N1)C(=O)NC1=CC=C(C=C1)C1=CN=CO1